ClC=1C=C(C#N)C=C(C1N1N=CC=2C=NC(=CC21)NC2=NC=NC(=C2)NCC(C)(C)O)F 3-chloro-5-fluoro-4-(6-((6-((2-hydroxy-2-methylpropyl)amino)pyrimidin-4-yl)amino)-1H-pyrazolo[4,3-c]pyridin-1-yl)benzonitrile